[Li+].C(#N)C1=CC=C(C=2[NH+]=C(NC21)C(F)(F)F)C#N 4,7-dicyano-2-trifluoromethylbenzimidazolium lithium